(1r,3r)-3-methoxycyclobutane-1-amine hydrochloride Cl.COC1CC(C1)N